NC1=C2C=CC(=CC2=CC=C1)S(=O)(=O)O 5-amino-2-naphthalenesulfonic acid